4-[(6R)-7-[4-bromo-3-(trifluoromethyl)benzoyl]-2-chloro-6-methyl-4-oxo-3H,4H,5H,6H,7H,8H-pyrido[3,4-d]pyrimidin-3-yl]-N-methylbenzamide BrC1=C(C=C(C(=O)N2CC=3N=C(N(C(C3C[C@H]2C)=O)C2=CC=C(C(=O)NC)C=C2)Cl)C=C1)C(F)(F)F